CC1=C(C(=NC(=N1)N)N)C dimethyl-pyrimidine-2,4-diamine